1-[3-[2-[[(3S)-3-piperidyl]amino]-5-(trifluoromethyl)pyrimidin-4-yl]-1H-indole-6-carbonyl]pyrrolidin-3-one N1C[C@H](CCC1)NC1=NC=C(C(=N1)C1=CNC2=CC(=CC=C12)C(=O)N1CC(CC1)=O)C(F)(F)F